(2E,6E)-3,7,11-trimethyldodecane-2,6,10-trien-1-ol C\C(=C/CO)\CC\C=C(\CCC=C(C)C)/C